C(C)OC(=O)C1=CN(C2=NC(=CC(=C2C1=O)C)Cl)C1=NC(=NS1)OC 7-chloro-1-(3-methoxy-1,2,4-thiadiazol-5-yl)-5-methyl-4-oxo-1,4-dihydro-1,8-naphthyridine-3-carboxylic acid ethyl ester